(Iodomethyl)triphenylphosphonium iodide [I-].IC[P+](C1=CC=CC=C1)(C1=CC=CC=C1)C1=CC=CC=C1